3,4-bis((tert-butyldimethylsilyl)oxy)-5-(hydroxymethyl)tetrahydrofuran-2-carbonitrile [Si](C)(C)(C(C)(C)C)OC1C(OC(C1O[Si](C)(C)C(C)(C)C)CO)C#N